C(C)(C)(C)OC(=O)NC1(CNCC1)C(=O)O 3-((tert-butoxycarbonyl)amino)pyrrolidine-3-carboxylic acid